(6α)-17-methyl-6-(2,5,8,11,14-pentaoxahexadecan-16-yloxy)morphinan-3-ol CN1[C@H]2[C@@H]3CC[C@@H](C[C@@]3(C=3C=C(C=CC3C2)O)CC1)OCCOCCOCCOCCOCCOC